C[Si](C(CCCCCCCN(CC)CC)[SiH2]CNCCC[Si](OC)(OC)OC)(OC)OC 1-methyldimethoxysilyl-8-(diethylamino)(trimethoxysilylpropylamino)methylsilyloctane